C(C)(C)(C)OC(=O)N[C@H](C(=O)OC(C)(C)C)CS tert-butyl (2R)-2-(tert-butoxycarbonylamino)-3-sulfanyl-propanoate